O=C(C[P+](C1=CC=CC=C1)(C1=CC=CC=C1)C1=CC=CC=C1)C1=CC=CC=C1 (2-oxo-2-phenyl-ethyl)-triphenyl-phosphonium